(5S)-5-(methoxymethyl)pyrrolidine-1,2-dicarboxylic acid 1-(tert-butyl) 2-methyl ester COC(=O)C1N([C@@H](CC1)COC)C(=O)OC(C)(C)C